(S)-2-(4-(pyrrolidin-3-ylcarbamoyl)phenyl)-1H-benzo[d]imidazole-4-carboxamide N1C[C@H](CC1)NC(=O)C1=CC=C(C=C1)C1=NC2=C(N1)C=CC=C2C(=O)N